3,3,5-trimethylcyclohexylamine CC1(CC(CC(C1)C)N)C